5-methyl-6-(oxazol-2-yl)benzo[d]isoxazol CC=1C(=CC2=C(C=NO2)C1)C=1OC=CN1